(1R,2R,5R,8R,9S,10R,12S)-12-Hydroxy-11-methyl-6-methylidene-16-oxo-15-oxapentacyclo[9.3.2.15,8.01,10.02,8]heptadecane-9-carboxylic acid O[C@@H]1C2([C@H]3[C@@H]([C@]45CC([C@H](CC[C@H]4[C@@]3(CC1)OC2=O)C5)=C)C(=O)O)C